tris(2-pyridylmethyl)amine iron (III) [Fe+3].N1=C(C=CC=C1)CN(CC1=NC=CC=C1)CC1=NC=CC=C1